5-bromo-2-methyl-1-methylene-2,3-dihydro-1H-indene BrC=1C=C2CC(C(C2=CC1)=C)C